3''-[1,4,7-triazacyclodecane-1,4,7-triyltri(methylene)]tris(2-hydroxy-5-methylbenzamide) N1(CCN(CCN(CCC1)CC=1C(=C(C(=O)N)C=C(C1)C)O)CC=1C(=C(C(=O)N)C=C(C1)C)O)CC=1C(=C(C(=O)N)C=C(C1)C)O